C1(CC1)N1C(=NC2=NC=C(C=C21)C=2C=CN1N=CN=C(C12)NC)C 5-(1-cyclopropyl-2-methyl-1H-imidazo[4,5-b]pyridin-6-yl)-N-methylpyrrolo[2,1-f][1,2,4]triazin-4-amine